tert-Butyl 4-[(1S)-1-[4-[(1S)-1-[(1-ethyl-2-oxo-4H-pyrimido[4,5-d][1,3]oxazin-7-yl)amino]ethyl]phenyl]-3-methoxy-propyl]piperazine-1-carboxylate C(C)N1C(OCC2=C1N=C(N=C2)N[C@@H](C)C2=CC=C(C=C2)[C@H](CCOC)N2CCN(CC2)C(=O)OC(C)(C)C)=O